1-(4-morpholinobenzylphenyl)butanone O1CCN(CC1)C1=CC=C(CC2=C(C=CC=C2)CC(CC)=O)C=C1